5-((DIMETHYLAMINO)METHYL)THIOPHEN-2-YLBORONIC ACID CN(C)CC1=CC=C(S1)B(O)O